C(C)C(CC1(C2=C(SC(=C2)C2=CC=C(C=3C2=NSN3)C=O)C=3SC(=CC31)C3=CC=C(C=1C3=NSN1)C=O)CC(CCCC)CC)CCCC 7,7'-(4,4-Bis(2-ethylhexyl)-4H-cyclopenta[2,1-b:3,4-b']dithiophene-2,6-diyl)bis(benzo[c][1,2,5]thiadiazole-4-carbaldehyde)